2-isopropoxy-1-(4-(2-((5-(pyridin-4-yl)-thiazolo[5,4-b]pyridin-2-yl)amino)pyridin-4-yl)piperazin-1-yl)-ethanone C(C)(C)OCC(=O)N1CCN(CC1)C1=CC(=NC=C1)NC=1SC2=NC(=CC=C2N1)C1=CC=NC=C1